ClC1=C(C(=O)N2CCN(CC2)C(=O)N[C@H]2CNCC2)C=CC(=C1)NC=1C=2N(C=CN1)C(=CN2)C=2C(=NN(C2)CCOC)C(F)(F)F 4-[2-chloro-4-[[3-[1-(2-methoxyethyl)-3-(trifluoromethyl)pyrazol-4-yl]imidazo[1,2-a]pyrazin-8-yl]amino]benzoyl]-N-[(3R)-pyrrolidin-3-yl]piperazine-1-carboxamide